lithium tris(trifluoromethanesulfonyl)methyl-lithium FC(S(=O)(=O)C(S(=O)(=O)C(F)(F)F)(S(=O)(=O)C(F)(F)F)[Li])(F)F.[Li]